FC(CN1CC2(C1)CNCC2)F 2-(2,2-difluoroethyl)-2,6-diazaspiro[3.4]octan